C(C1=CC=CC=C1)OC(=O)N[C@@H](COC1=CC=C(CNC(OC(C)(C)C)=O)C=C1)C(=O)N(C)OC tert-Butyl (S)-(4-(2-(((benzyloxy)carbonyl)amino)-3-(methoxy(methyl)amino)-3-oxopropoxy)benzyl)carbamate